(cyclopentylmethyl)-4-(3,4-dichlorophenyl)-1-(2-oxo-1,2-dihydroquinoline-4-carbonyl)piperazine-2-carboxamide C1(CCCC1)CC1(N(CCN(C1)C1=CC(=C(C=C1)Cl)Cl)C(=O)C1=CC(NC2=CC=CC=C12)=O)C(=O)N